BrC1=C(C=C(OCCCC2(CCN(CC2)CC(=O)OCC)F)C=C1)C ethyl 2-[4-[3-(4-bromo-3-methyl-phenoxy)propyl]-4-fluoro-1-piperidyl]acetate